C1(CC1)C([C@@H](C1=NC2=C(N1)C=CC(=C2F)[C@@H](CC(F)(F)F)C(NCC(C)(F)F)=O)NC(=O)C=2N(N=CN2)C(C)C)C2CC2 N-[(1S)-2,2-Dicyclopropyl-1-{5-[(1R)-1-(2,2-difluoropropylcarbamoyl)-3,3,3-trifluoro-propyl]-4-fluoro-1H-benzimidazol-2-yl}ethyl]-2-isopropyl-1,2,4-triazole-3-carboxamide